C\C=C/CCCCCC Cis-2-nonen